4-(3-(trifluoromethyl)pyridin-2-yl)-1H-imidazole FC(C=1C(=NC=CC1)C=1N=CNC1)(F)F